ClC=1C=C2C(=CNC2=CC1Cl)C1CCN2C1=C(C=1C=CC=CC21)C 1-(5,6-dichloro-1H-indol-3-yl)-9-methyl-2,3-dihydro-1H-pyrrolo[1,2-a]indole